N-(2-cyclopropyl-5-(N-methylsulfamoyl)pyridin-4-yl)-3-(3-fluoro-4-methylphenyl)-3-(1,2,4-thiadiazol-5-yl)pyrrolidine-1-carboxamide C1(CC1)C1=NC=C(C(=C1)NC(=O)N1CC(CC1)(C1=NC=NS1)C1=CC(=C(C=C1)C)F)S(NC)(=O)=O